CC1(CC=2C(=NC(=C(C2)[N+](=O)[O-])N2CCC(CC2)CO)O1)C (1-(2,2-dimethyl-5-nitro-2,3-dihydrofuro[2,3-b]pyridin-6-yl)piperidin-4-yl)methanol